ClC1=CC=C(C(=O)N2C(=CC3=CC(=CC=C23)OC)C)C=C1 1-(4-chlorobenzoyl)-5-methoxy-2-methyl-1H-indol